N[C@H](CC(=O)O)C[C@@H](CC)C (3S,5R)-3-amino-5-methyl-heptanoic acid